C(#N)C=1C=C2C=CNC2=C(C1)NC(C)=O N-(5-cyano-1H-indol-7-yl)acetamide